C1(CC1)C1=CC(=NN1)NC(C(C)C=1C=C(C=CC1)C=1C=CC(=NC1)NC(/C=C/CN1[C@@H](CCC1)C(=O)OC)=O)=O Methyl ((E)-4-((5-(3-(1-((5-Cyclopropyl-1H-pyrazol-3-yl)amino)-1-oxopropan-2-yl)phenyl)pyridin-2-yl)amino)-4-oxobut-2-en-1-yl)-L-prolinat